(19R)-3-ethyl-16-fluoro-19-methyl-20-oxa-3,4,8,9,23-pentaazapentacyclo[19.3.1.02,6.08,12.013,18]pentacosa-1(24),2(6),4,9,11,13,15,17,21(25),22-decaen-22-amine C(C)N1C=2C3=CN=C(C(O[C@@H](C4=CC(=CC=C4C4=CC=NN4CC2C=N1)F)C)=C3)N